(1R,5S,8S)-3-(6-methoxypyridazin-4-yl)-3-azabicyclo[3.2.1]octane-8-amine COC1=CC(=CN=N1)N1C[C@H]2CC[C@@H](C1)C2N